[2H]C(N1N=NC(=C1)C1=CC2=C(N(C(=N2)N)C)C=C1)(C1=C(C=C(C=C1)C=1OC(=NN1)C(F)F)F)[2H] 5-[1-[Dideuterio-[4-[5-(difluoromethyl)-1,3,4-oxadiazol-2-yl]-2-fluorophenyl]methyl]triazol-4-yl]-1-methylbenzimidazole-2-amine